ClC=1OC2=C(C1)C(=CC=C2COC2=CC=CC(=N2)C2CCNCC2)C#N 4-(6-((2-chloro-4-cyanobenzofuran-7-yl)methoxy)pyridin-2-yl)piperidine